2-((tri-tert-butylsilyl)oxy)acetic acid C(C)(C)(C)[Si](OCC(=O)O)(C(C)(C)C)C(C)(C)C